The molecule is a lignan that is 7,9':7',9-diepoxylignane substituted by hydroxy groups at positions 4 and 4' and methoxy groups at positions 3, 3', 5 and 5' respectively. It has a role as a plant metabolite. It is a lignan, a polyphenol, an aromatic ether, a furofuran and a polyether. COC1=CC(=CC(=C1O)OC)C2C3COC(C3CO2)C4=CC(=C(C(=C4)OC)O)OC